4-((1-(3,3-difluoro-2,3-dihydrobenzofuran-7-yl)ethyl)amino)-2,6-dimethyl-6H-[1,4]oxazino[3,2-g]quinazolin-7(8H)-one FC1(COC2=C1C=CC=C2C(C)NC2=NC(=NC1=CC3=C(C=C21)N(C(CO3)=O)C)C)F